(Ra)-6-(4-Chloro-1-(4-morpholinobenzyl)-1H-indol-7-carboxamido)spiro[3.3]heptan ClC1=C2C=CN(C2=C(C=C1)C(=O)NC1CC2(CCC2)C1)CC1=CC=C(C=C1)N1CCOCC1